FC(C=1C=C(C(=O)NN)C=CC1)(F)F 3-(trifluoromethyl)benzoylhydrazine